4-((R)-1-(5-fluoropyridin-2-yl)ethoxy)-6-(1-((1s,4S)-4-hydroxycyclohexyl)-5-methyl-1H-pyrazol-4-yl)-pyrazolo[1,5-a]pyridine-3-carbonitrile FC=1C=CC(=NC1)[C@@H](C)OC=1C=2N(C=C(C1)C=1C=NN(C1C)C1CCC(CC1)O)N=CC2C#N